C1(=CC=CC=C1)N(C=1C=C(C=CC1)NC=1C(=NC=CC1)NC)C1=CC=CC=C1 N3-(3-(diphenylamino)phenyl)-N2-methylpyridine-2,3-diamine